ClC1=C(C=C2C(=NN(C2=C1)C(C1=CC=CC=C1)(C1=CC=CC=C1)C1=CC=CC=C1)C1=CC(=NC=C1)C)C1C[C@@H]2[C@@H](CN(C2)C(=O)OC(C)(C)C)C1 tert-butyl (3aR,5s,6aS)-5-(6-chloro-3-(2-methylpyridin-4-yl)-1-trityl-1H-indazol-5-yl)hexahydrocyclopenta[c]pyrrole-2(1H)-carboxylate